C(C)C1C(=O)OC(C(C1)CC)=O 2,4-diethyl-glutaric anhydride